5,10,15,20-tetra(N-methyl-4-pyridyl)porphyrin CN1CC=C(C=C1)C=1C2=CC=C(N2)C(=C2C=CC(C(=C3C=CC(=C(C=4C=CC1N4)C4=CCN(C=C4)C)N3)C3=CCN(C=C3)C)=N2)C2=CCN(C=C2)C